ClC1=C(C=NN1CC(F)F)C(=O)N1[C@@H](C2=C(CC1)NC=N2)C=2SC1=C(N2)C(=CC=C1)F (S)-(5-chloro-1-(2,2-difluoroethyl)-1H-pyrazol-4-yl)(4-(4-fluorobenzo[d]thiazol-2-yl)-6,7-dihydro-1H-imidazo[4,5-c]pyridin-5(4H)-yl)methanone